ClC=1C=C(C(=O)NC2=CC=C(C=C2)C2(CCC2)C(NC2COCCC2)=O)C=CC1 3-chloro-N-(4-{1-[(oxan-3-yl)carbamoyl]cyclobutyl}phenyl)benzamide